C(C)(C)(C)OC(=O)C1=CC=NC2=CC=C(C=C12)N1N=C2CCCCC2=C1 6-(4,5,6,7-tetrahydro-2H-indazol-2-yl)quinoline-4-carboxylic acid tert-butyl ester